O1COC2=C1C=CC(=C2)CNC2CCC(CC2)(F)F N-(benzo[d][1,3]dioxol-5-ylmethyl)-4,4-difluorocyclohexan-1-amine